7-(2-methoxyethyl)-1-methyl-2-oxo-4-{4-[3-(trifluoromethoxy)phenoxy]piperidin-1-yl}-1,2-dihydroquinoline-3-carbonitrile COCCC1=CC=C2C(=C(C(N(C2=C1)C)=O)C#N)N1CCC(CC1)OC1=CC(=CC=C1)OC(F)(F)F